4-[3-(dibenzylamino)-2-fluoro-4-nitrophenyl]-4-(3,3-difluoroazetidine-1-carbonyl)piperidine-1-carboxylic acid tert-butyl ester C(C)(C)(C)OC(=O)N1CCC(CC1)(C(=O)N1CC(C1)(F)F)C1=C(C(=C(C=C1)[N+](=O)[O-])N(CC1=CC=CC=C1)CC1=CC=CC=C1)F